2-[(3-oxo-2-azaspiro[4.5]decane-2-yl)methyl]-2-azaspiro[4.5]decane-3-one O=C1N(CC2(C1)CCCCC2)CN2CC1(CC2=O)CCCCC1